NCC1=NNC(C2=CC=C(C=C12)C=1C=NN(C1C1=C(C#N)C(=CC(=C1F)Cl)OC1CC1)C1CC1)=O 2-(4-(4-(Aminomethyl)-1-oxo-1,2-dihydro-phthalazin-6-yl)-1-cyclopropyl-1H-pyrazol-5-yl)-4-chloro-6-cyclopropyloxy-3-fluorobenzonitrile